4-(2-(4-(5-chloro-2-cyanophenyl)-5-methoxy-2-oxopyridin-1(2H)-yl)-2-fluoroacetamido)-2-fluoro-N-methylbenzamide ClC=1C=CC(=C(C1)C1=CC(N(C=C1OC)C(C(=O)NC1=CC(=C(C(=O)NC)C=C1)F)F)=O)C#N